ClCC1=NC=C(C=C1)N1N=CN=C1 2-(chloromethyl)-5-(1H-1,2,4-triazol-1-yl)pyridine